N[C@H](C(=O)O[C@H]1CN[C@@H](C1)C(=O)N1CCN(CC1)C(C1=C(C=C(C=C1)NC=1C=2N(C=CN1)C(=CN2)C2=C(C(=C(C=C2)OC)F)F)C)=O)[C@@H](C)O [(3R,5S)-5-[4-[4-[[3-(2,3-difluoro-4-methoxy-phenyl)imidazo[1,2-a]pyrazin-8-yl]amino]-2-methyl-benzoyl]piperazine-1-carbonyl]pyrrolidin-3-yl] (2S,3R)-2-amino-3-hydroxy-butanoate